ClC1=CSC2=C1CCC(C2)N(C(OC(C)(C)C)=O)C tert-butyl N-(3-chloro-4,5,6,7-tetrahydrobenzothiophen-6-yl)-N-methyl-carbamate